C=CCCCCCCCCCCCCCCCCC nondecene